ClC1=C(C=CC(=C1)F)C(=O)N1CC2CCC(C1)N2C2=C(C(=CC=C2)Cl)O (2-Chloro-4-fluoro-phenyl)-[8-(3-chloro-2-hydroxy-phenyl)-3,8-diazabicyclo[3.2.1]octane-3-yl]methanone